FC1=C2C(=NC=C1F)N(C=C2B2OC(C(O2)(C)C)(C)C)S(=O)(=O)C2=CC=C(C)C=C2 4,5-Difluoro-3-(4,4,5,5-tetramethyl-1,3,2-dioxaborolan-2-yl)-1-tosyl-1H-pyrrolo[2,3-b]pyridine